N-trifluoromethanesulfonyl-leucine FC(S(=O)(=O)N[C@@H](CC(C)C)C(=O)O)(F)F